1-Methyl-1H-1,2,3-triazole-4-carboxylic acid methyl ester COC(=O)C=1N=NN(C1)C